N[C@@H](C(=O)OC)CCC(=O)OC Dimethyl (2R)-2-aminopentanedioate